CN(C)C(CC(=O)O)C(=O)O bis(tert-butylperoxyisopropyl)benzene